tin azide [Sn](N=[N+]=[N-])(N=[N+]=[N-])(N=[N+]=[N-])N=[N+]=[N-]